Anisolacetat C=1(C(=CC=CC1)CC(=O)[O-])OC